Cl.FC=1C=C(C=CC1)C1=NOC(=N1)C(CCS(=O)(=O)C)N 1-[3-(3-fluorophenyl)-1,2,4-oxadiazol-5-yl]-3-methylsulfonyl-propan-1-amine hydrochloride